ClC1=NC(=NC=C1F)C1=NN(C(=C1)C)CC1=C(C=CC=C1)F 4-chloro-5-fluoro-2-(1-(2-fluorobenzyl)-5-methyl-1H-pyrazol-3-yl)pyrimidine